BrC1=CC=C(C=C1)C1=N[C@H](C=2N(C3=C1C=C(C=C3)OC)C(=NN2)C)CC(=O)NCC 2-((4S)-6-(4-bromophenyl)-8-methoxy-1-methyl-4H-benzo[f][1,2,4]triazolo[4,3-a][1,4]diazepin-4-yl)-N-ethylacetamide